N-(2-amino-2-phenyl-ethyl)-1-methyl-pyrrole-3-sulfonamide NC(CNS(=O)(=O)C1=CN(C=C1)C)C1=CC=CC=C1